FC=1C=C2C(=C(C(C2=CC1)=CC1=CC=C(C=C1)N(CCO)C1=CC=C(C=C1)F)C)CC(=O)O 2-(5-fluoro-1-(4-((4-fluorophenyl)(2-hydroxyethyl)amino)benzylidene)-2-methyl-1H-inden-3-yl)acetic acid